3-(5-(((2S,3S)-2-methylpyrrolidin-3-yl)oxy)-1-oxoisoindolin-2-yl)piperidine-2,6-dione C[C@@H]1NCC[C@@H]1OC=1C=C2CN(C(C2=CC1)=O)C1C(NC(CC1)=O)=O